5-chloro-3-((4-chlorophenylimino)meth-yl)-2-hydroxyphenyl isobutyrate C(C(C)C)(=O)OC1=C(C(=CC(=C1)Cl)C=NC1=CC=C(C=C1)Cl)O